4-[3-(2-Anilino-4-chlorophenyl)-3-oxoprop-1-enyl]-N-(2-hydroxy-2-methylpropyl)benzenesulfonamide N(C1=CC=CC=C1)C1=C(C=CC(=C1)Cl)C(C=CC1=CC=C(C=C1)S(=O)(=O)NCC(C)(C)O)=O